4-(8-(3,4-dichlorophenyl)-3,8-diazabicyclo[3.2.1]octane-3-carbonyl)-6-methylquinoline ClC=1C=C(C=CC1Cl)N1C2CN(CC1CC2)C(=O)C2=CC=NC1=CC=C(C=C21)C